(6S)-4-(7-(8-ethyl-3-hydroxynaphthalen-1-yl)-6,8-difluoro-2-(((2R,7aS)-2-fluorotetrahydro-1H-pyrrolizin-7a(5H)-yl)methoxy)quinazolin-4-yl)-6-methyl-1,4-oxazepan-6-ol C(C)C=1C=CC=C2C=C(C=C(C12)C1=C(C=C2C(=NC(=NC2=C1F)OC[C@]12CCCN2C[C@@H](C1)F)N1CCOC[C@](C1)(O)C)F)O